CC=1N=CC2=C(NC3=CC(=CC=C23)S(=O)(=O)N)N1 2-methyl-9H-pyrimido[4,5-b]indole-7-sulfonamide